CC1=NN=C2N1C1=CC(=CC=C1C(=N2)NC2=CC=CC=C2)N2CCCCC2 methyl-N-phenyl-8-(piperidin-1-yl)-[1,2,4]triazolo[4,3-a]quinazolin-5-amine